FC1=C(C=CC=C1)C=1N=C2N(N=C(C=C2)OCCOC)C1C(=O)O 2-(2-Fluorophenyl)-6-(2-methoxyethoxy)imidazo[1,2-b]pyridazine-3-carboxylic acid